2,4-Dihydroxy-3'-methylbenzophenone OC1=C(C(=O)C2=CC(=CC=C2)C)C=CC(=C1)O